2-(4-(6-fluoropyridin-2-yl)benzyl)-5-methyl-3-(phenylamino)-2H-pyrazolo[3,4-d]pyrimidine-4,6(5H,7H)-dione FC1=CC=CC(=N1)C1=CC=C(CN2N=C3NC(N(C(C3=C2NC2=CC=CC=C2)=O)C)=O)C=C1